C1(CC1)NC(C1=C(C=C(C(=C1)C=1C=NC(=C(C1)C1=NN(N=C1)C)N[C@@H](CO)C)C)F)=O (R)-N-cyclopropyl-2-fluoro-5-(6-((1-hydroxypropan-2-yl)amino)-5-(2-methyl-2H-1,2,3-triazol-4-yl)pyridin-3-yl)-4-methylbenzamide